FC1=C(C2=C(C(=NS2)C=2CN(CCC2)C(=O)OCCCC)C=C1)F butyl 3-(6,7-difluoro-1,2-benzothiazol-3-yl)-5,6-dihydro-2H-pyridine-1-carboxylate